4'-((3-((4-fluorophenyl)sulfonylamino)-4-hydroxyphenyl)carbamoyl)-3-hydroxy-[1,1'-biphenyl]-4-carboxylic acid FC1=CC=C(C=C1)S(=O)(=O)NC=1C=C(C=CC1O)NC(=O)C1=CC=C(C=C1)C1=CC(=C(C=C1)C(=O)O)O